CN(C1[NH+](CCCN1CCO)C)C 2-dimethylamino-3-hydroxyethyl-1-methyl-1,4,5,6-tetrahydropyrimidinium